(S)-3-(3-(1H-pyrrol-3-yl)phenyl)-3-(3-(4-hydroxy-1-methyl-2-oxo-1,2-dihydropyridin-3-yl)ureido)propanoic acid ethyl ester C(C)OC(C[C@H](NC(=O)NC=1C(N(C=CC1O)C)=O)C1=CC(=CC=C1)C1=CNC=C1)=O